ClC1=C(OC2=CC=CC3=C2NC(=NS3(=O)=O)NCC3=CC=C(C(=O)OC)C=C3)C=CC=C1 methyl 4-(((5-(2-chlorophenoxy)-1,1-dioxido-4H-benzo[e][1,2,4]thiadiazin-3-yl)amino)methyl)benzoate